FC1=C(OC2=C3CCN(C3=CC(=C2)C2=CC3=C(C(N2C)=O)NC=C3)S(=O)(=O)CC)C=CC(=C1)F 5-(4-(2,4-difluorophenoxy)-1-(ethylsulfonyl)indolin-6-yl)-6-methyl-1,6-dihydro-7H-pyrrolo[2,3-c]pyridin-7-one